9,9-bis(methoxymethyl)-1,2,3,4,5,6,7,8-octahydrofluorene COCC1(C=2CCCCC2C=2CCCCC12)COC